N[C@H](C(=O)O)CC1=CC2=C(NC(=N2)N)C=C1 (S)-2-amino-3-(2-amino-1H-benzo[d]imidazol-5-yl)propanoic acid